CC=1C=C(NC2=NC(=NC(=N2)Cl)Cl)C=CC1 2-(3-methylanilino)-4,6-dichloro-1,3,5-triazine